C1(CC1)C1=NC=C(C=N1)C(=O)NC=1C=CC(=NC1)C=1N=NN(C1NC(O[C@H](C)C=1C(=NC=C(C1)F)F)=O)C (R)-1-(2,5-difluoropyridin-3-yl)ethyl (4-(5-(2-cyclopropylpyrimidine-5-carboxamido)pyridin-2-yl)-1-methyl-1H-1,2,3-triazol-5-yl)carbamate